NC=1C(=C(C=C2C=C(N=CC12)NC(OC1CN(C1)CCF)=O)C1=C(C2=C(OCCN2)N=C1)C)F 1-(2-Fluoroethyl)azetidin-3-yl (8-amino-7-fluoro-6-(8-methyl-2,3-dihydro-1H-pyrido[2,3-b][1,4]oxazin-7-yl)isoquinolin-3-yl)carbamate